N-[[5-[5-(difluoromethyl)-1,3,4-oxadiazol-2-yl]-2-pyridyl]methyl]-1-imino-N-(3-methoxyphenyl)-1-oxo-1,4-thiazinan-4-sulfonamide FC(C1=NN=C(O1)C=1C=CC(=NC1)CN(S(=O)(=O)N1CCS(CC1)(=O)=N)C1=CC(=CC=C1)OC)F